4-formyl-5-((3-methylbenzyl)oxy)-1,3-phenylene bis(4-methylbenzenesulfonate) CC1=CC=C(C=C1)S(=O)(=O)OC1=CC(=C(C(=C1)OCC1=CC(=CC=C1)C)C=O)OS(=O)(=O)C1=CC=C(C=C1)C